C(C1=CC=CC=C1)OC1=C(N(C(=CC1=O)C)CC)CNC(CCCCC)=O N-((3-(benzyloxy)-1-ethyl-6-methyl-4-oxo-1,4-dihydropyridin-2-yl)methyl)hexanamide